quinolinedionesulfonylpiperazine methyl-3-((2-methoxy-2-oxoethyl)thio)-4-(methyl-d3)benzoate COC(C1=CC(=C(C=C1)C([2H])([2H])[2H])SCC(=O)OC)=O.N=1C(C(C(=C2C=CC=CC12)S(=O)(=O)N1CCNCC1)=O)=O